Cl.C(C)(C)(C)OC([C@@H](N)CC(N)=O)=O L-asparagine tert-butyl ester HCl salt